2-(5,5-diphenylbenzo[b][1]benzosilol-2-yl)-4-phenyl-6-(4-phenylphenyl)-1,3,5-triazine C1(=CC=CC=C1)[Si]1(C2=C(C3=C1C=CC=C3)C=C(C=C2)C2=NC(=NC(=N2)C2=CC=CC=C2)C2=CC=C(C=C2)C2=CC=CC=C2)C2=CC=CC=C2